1-vinyl-3,4-epoxycyclohexane C(=C)C1CC2C(CC1)O2